2-(6-{5-chloro-2-[(oxan-4-yl)amino]pyrimidin-4-yl}-1-oxo-2,3-dihydro-1H-isoindol-2-yl)-N-[2-hydroxy-1-(4-methylphenyl)ethyl]acetamide ClC=1C(=NC(=NC1)NC1CCOCC1)C1=CC=C2CN(C(C2=C1)=O)CC(=O)NC(CO)C1=CC=C(C=C1)C